C(C1=CC(=CC(=C1O)C(C1=CC=CC=C1)C)C)C1=CC(=CC(=C1O)C(C1=CC=CC=C1)C)C methylene-bis(6-alpha-methyl-benzyl-p-cresol)